[2-methyl-4-[[3-[1-methyl-3-(trifluoromethyl)pyrazol-4-yl]imidazo[1,2-a]pyrazin-8-yl]amino]phenyl]-piperazin-1-yl-methanone CC1=C(C=CC(=C1)NC=1C=2N(C=CN1)C(=CN2)C=2C(=NN(C2)C)C(F)(F)F)C(=O)N2CCNCC2